3-(5-((2-aminocyclopentyl)oxy)-1-oxoisoindolin-2-yl)piperidine-2,6-dione NC1C(CCC1)OC=1C=C2CN(C(C2=CC1)=O)C1C(NC(CC1)=O)=O